C(=O)(OCC1C2=CC=CC=C2C2=CC=CC=C12)C(C(CCC(=O)O)=O)N 5-Fmoc-5-aminolevulinic acid